2-(((6-(piperidin-4-yl)pyridin-2-yl)oxy)methyl)benzo[d]thiazole N1CCC(CC1)C1=CC=CC(=N1)OCC=1SC2=C(N1)C=CC=C2